P(=O)(=O)N=C(C(C(=O)[O-])(F)F)[O-].[Li+].[Li+] lithium bis-fluoro-malonate phosphoimide